2,6-dichloro-4-trifluoromethylaniline-13C6 Cl[13C]1=[13C](N)[13C](=[13CH][13C](=[13CH]1)C(F)(F)F)Cl